FC=1C(=NC=C(C1)N1CCOCC1)C(C)=O 1-(3-fluoro-5-morpholinopyridin-2-yl)ethan-1-one